ClC1=NC2=CC(=CC=C2C=C1)CN(C(CCC1=NC=CC=C1)=O)C=1C(=NN(C1)C)C(=O)N 4-{N-[(2-chloroquinolin-7-yl)methyl]-3-(pyridin-2-yl)propanamido}-1-methyl-1H-pyrazole-3-carboxamide